(S)-N-(5-(2-(1-cyclopropylethyl)-7-(ethylamino)-1-oxoisoindol-5-yl)-1-methyl-1H-pyrazol-3-yl)acetamide C1(CC1)[C@H](C)N1C(C2=C(C=C(C=C2C1)C1=CC(=NN1C)NC(C)=O)NCC)=O